FC=1C=CC2=C(N(C(=N2)C=2C(=NON2)N)CC2=CC=NC=C2)C1F 4-(6,7-difluoro-1-(pyridin-4-ylmethyl)-benzimidazol-2-yl)-1,2,5-oxadiazol-3-amine